6-(4-ethyl-3-(hydroxymethyl)-5-oxo-4,5-dihydro-1H-1,2,4-triazol-1-yl)-7-fluoro-4-(prop-1-en-2-yl)isoquinolin-1(2H)-one C(C)N1C(=NN(C1=O)C=1C=C2C(=CNC(C2=CC1F)=O)C(=C)C)CO